5-(4-(1-Fluorocyclohexyl)phenyl)-3-(3-(fluoromethyl)azetidine-1-carbonyl)-2-(3-methylpyrazin-2-yl)pyrazolo[1,5-a]pyrimidin-7(4H)-one FC1(CCCCC1)C1=CC=C(C=C1)C=1NC=2N(C(C1)=O)N=C(C2C(=O)N2CC(C2)CF)C2=NC=CN=C2C